1H-pyrrolo[1,2-a]benzimidazole C1C=CC2=NC3=C(N21)C=CC=C3